3-chloro-N-(5-(2-methylbenzyl)-1,3,4-thiadiazol-2-yl)pyrazine-2-carboxamide ClC=1C(=NC=CN1)C(=O)NC=1SC(=NN1)CC1=C(C=CC=C1)C